CC1=C(C(=CC=C1)C)C12C(OCCN1)CCCC2 4a-(2,6-Dimethylphenyl)octahydro-2H-benzo[b][1,4]oxazine